[N+](=O)([O-])[O-].[Ca+2].CC1=C(C=C(C(=C1)OC(CCC1=CC(=C(C(=C1)C(C)(C)C)O)C(C)(C)C)=O)C(C)(C)C)C(CC(C)C1=C(C=C(C(=C1)C(C)(C)C)OC(CCC1=CC(=C(C(=C1)C(C)(C)C)O)C(C)(C)C)=O)C)C1=C(C=C(C(=C1)C(C)(C)C)OC(CCC1=CC(=C(C(=C1)C(C)(C)C)O)C(C)(C)C)=O)C.[N+](=O)([O-])[O-] 1,1,3-tris[2-methyl-4-[3-(3,5-di-tert-butyl-4-hydroxyphenyl)propionyloxy]-5-tert-butylphenyl]Butane calcium nitrate